OC=1SC2=C(N1)C=CC(=C2)O 2,6-Dihydroxybenzothiazol